1-(2-cyano-4-fluorobenzyl)-7-methyl-5-(1H-pyrrole-2-carbonyl)-4,5,6,7-tetrahydro-1H-pyrazolo[4,3-c]pyridine-3-carboxylic acid C(#N)C1=C(CN2N=C(C=3CN(CC(C32)C)C(=O)C=3NC=CC3)C(=O)O)C=CC(=C1)F